2-methylimidazo[1,2-a]pyridine CC=1N=C2N(C=CC=C2)C1